C=1(C(=CC=CC1)C(=O)C1=C2C(C(=O)NC2=O)=CC=C1)C toluoyl-phthalimide